4,13-dichloro-10-[2,6-difluoro-4-({2-[(2-hydroxyethyl)amino]ethyl}amino)phenyl]-8-methyl-6,8,10-triazatricyclo[9.4.0.02,7]pentadeca-1(11),2(7),3,5,12,14-hexaen-9-one ClC1=CC=2C=3C=CC(=CC3N(C(N(C2N=C1)C)=O)C1=C(C=C(C=C1F)NCCNCCO)F)Cl